ClC1=NC=C(C=N1)CN1C=CC=C2C1=NC(N(C2=O)C2=CC=C(C=C2)OC(F)F)=O 8-((2-chloropyrimidin-5-yl)methyl)-3-(4-(difluoromethoxy)phenyl)pyrido[2,3-d]pyrimidine-2,4(3H,8H)-dione